C(C)OC(CCCCCCCOC=1C2=C(C=3N=C(C(N(C3C1)C(C)=O)=O)CC1=CC=CC=C1)C=CC=C2)=O 8-((4-Acetyl-2-benzyl-3-oxo-3,4-dihydrobenzo[f]quinoxalin-6-yl)oxy)octanoic acid ethyl ester